CN1N=CC(=C1)S(=O)(=O)NC1=NC(=C(C(=N1)OC1=CC(=CC=C1)N1CCN(CC1)C)CC(F)(F)F)C1=C(C=CC=C1)C 1-Methyl-N-[4-[3-(4-methylpiperazin-1-yl)phenoxy]-6-(o-tolyl)-5-(2,2,2-trifluoroethyl)pyrimidin-2-yl]pyrazole-4-sulfonamide